C(C)C=1N(C2=CC=CC=C2C1)C1=NC(=NC(=N1)Cl)N1N=CC=C1 ethyl-1-(4-chloro-6-(1H-pyrazol-1-yl)-1,3,5-triazin-2-yl)-1H-indole